C1(CCCCC1)NC1=CC(=C2C=NC(=NC2=C1)CSC1CCOCC1)F 7-(cyclohexylamino)-5-fluoro-2-(((tetrahydro-2H-pyran-4-yl)thio)methyl)quinazolin